C(C=C)(=O)N[C@H](C)C(=O)NC1(CCC(CC1)(F)F)C1=CC=C(C=C1)[C@H](C)NC=1N=CC2=C(N1)N(C(C=C2)=O)C(C)C N2-acryloyl-N-(4,4-difluoro-1-{4-[(1S)-1-{[7-oxo-8-(propan-2-yl)-7,8-dihydropyrido[2,3-d]pyrimidin-2-yl]amino}ethyl]phenyl}cyclohexyl)-D-alaninamide